(6-cyclopropyl-2-(((3-((1S*,2S*)-2-(4-methylpyrimidin-2-yl)cyclopropyl)quinoxalin-6-yl)amino)methyl)imidazo[1,2-a]pyridin-8-yl)-3-methylimidazolidine-2,4-dione C1(CC1)C=1C=C(C=2N(C1)C=C(N2)CNC=2C=C1N=C(C=NC1=CC2)[C@@H]2[C@H](C2)C2=NC=CC(=N2)C)N2C(N(C(C2)=O)C)=O |o1:24,25|